(2R,3R)-1-(tert-butylsulfinyl)-3-ethyl-aziridine-2-carboxylic acid ethyl ester C(C)OC(=O)[C@@H]1N([C@@H]1CC)S(=O)C(C)(C)C